(3R,6S,7aS)-6-(dibenzylamino)-3-phenyltetrahydro-3H,5H-pyrrolo[1,2-c][1,3]Oxazol-5-one C(C1=CC=CC=C1)N([C@H]1C[C@@H]2N([C@H](OC2)C2=CC=CC=C2)C1=O)CC1=CC=CC=C1